COC1=NC(=NC=C1OC)C=1C=C(C=CC1)C1CB(OC1)O 4-(3-(4,5-Dimethoxypyrimidin-2-yl)phenyl)-1,2-oxaborolan-2-ol